8-methyl-2-(1H-pyrazol-4-yl)quinoxaline CC=1C=CC=C2N=CC(=NC12)C=1C=NNC1